ClC1=C(C=CC(=C1)S(=O)(=O)N)C1=C(C=CC=C1OC)OC 2-chloro-2',6'-dimethoxy-[1,1'-biphenyl]-4-sulfonamide